(5R)-1-(5-Ethynyl-2-{[4-(4-methylpiperazin-1-yl)phenyl]amino}pyrido[2,3-d]pyrimidin-7-yl)-5-isopropylimidazolidin-2-one C(#C)C1=CC(=NC=2N=C(N=CC21)NC2=CC=C(C=C2)N2CCN(CC2)C)N2C(NC[C@H]2C(C)C)=O